(3S,4S)-4-hydroxy-3-((S)-5H-imidazo[5,1-a]isoindol-5-yl)thiochromane O[C@H]1[C@@H](CSC2=CC=CC=C12)[C@@H]1N2C(C3=CC=CC=C13)=CN=C2